2-(2,2,2-trifluoro-acetylamino)-5,6-dihydro-4H-cyclopenta[b]thiophene-3-carboxylic acid (2-trifluoromethoxy-phenyl)-amide FC(OC1=C(C=CC=C1)NC(=O)C=1C2=C(SC1NC(C(F)(F)F)=O)CCC2)(F)F